FC(C(CC(=O)N1CCC(CC1)(O)CN1C=NC=2C(C1=O)=NN(C2C=2C=C1CCC(C1=CC2)=O)C)N2N=C(C=C2)F)F 6-((1-(4,4-difluoro-3-(3-fluoro-1H-pyrazol-1-yl)butanoyl)-4-hydroxypiperidin-4-yl)methyl)-2-methyl-3-(1-oxo-2,3-dihydro-1H-inden-5-yl)-2H-pyrazolo[4,3-d]pyrimidin-7(6H)-one